(S)-N-(1-(2-chloro-4-hydroxyphenyl)propan-2-yl)-2-(2,3-dimethyl-7-oxothieno[2,3-d]pyridazin-6(7H)-yl)acetamide ClC1=C(C=CC(=C1)O)C[C@H](C)NC(CN1N=CC2=C(C1=O)SC(=C2C)C)=O